1-(4-(difluoromethyl)benzyl)-4-fluoro-1H-indole-7-carboxylic acid FC(C1=CC=C(CN2C=CC3=C(C=CC(=C23)C(=O)O)F)C=C1)F